C(C)(C)(C)OC(=O)N1C[C@@H]2COC3=C(C(N2CC1)=O)C=C(C(=C3F)Br)OC (12aR)-9-bromo-10-fluoro-8-methoxy-6-oxo-3,4,12,12a-tetrahydro-6H-pyrazino[2,1-c][1,4]benzooxazepine-2(1H)-carboxylic acid tert-butyl ester